NC1=C(C=CC(=C1)C1=CC=CC=C1)C1=C(C(=C(C(=C1N)C)C)C)C diamino-tetramethyl-p-terphenyl